N1(CCC1)CC1=CC=C(C=C1)C1=CC=2N(N=C1C)C(=CN2)C2=C1C=CC(=NC1=NC=C2)C2=NC=CC=C2 5-(7-(4-(azetidin-1-ylmethyl)phenyl)-6-methylimidazo[1,2-b]pyridazin-3-yl)-2-(pyridin-2-yl)-1,8-naphthyridine